C(C)OCOC1=C(C(=CC(=C1)C(F)(F)F)C)B1OC(C(O1)(C)C)(C)C 2-(2-(Ethoxymethoxy)-6-methyl-4-(trifluoromethyl)phenyl)-4,4,5,5-tetramethyl-1,3,2-dioxaborolane